2-pentylpentanol C(CCCC)C(CO)CCC